CN1N=CC2=C1C1=NC=CC=C1N2 1-methyl-1,4-dihydropyrazolo[3',4':4,5]pyrrolo[3,2-b]pyridin